COC=1C=C(OCCOC2=C3C(=C(C(C3=CC=C2)=O)C2=CC=C(C=C2)C(F)(F)F)C=2N=CSC2C)C=CC1OC (2-(3,4-Dimethoxyphenoxy)ethoxy)-3-(5-methylthiazol-4-yl)-2-(4-(trifluoromethyl)phenyl)-1H-inden-1-one